5-chloro(6-ethyl)pyrimidine Methyl-6-(benzyloxy)-9-(piperidin-1-yl)-[1,2,4]triazolo[5,1-a]isoquinoline-5-carboxylate COC(=O)C=1N2C(C3=CC(=CC=C3C1OCC1=CC=CC=C1)N1CCCCC1)=NC=N2.ClC=2C=NC=NC2CC